B(OC=1C=CC=2NC3=CC=CC=C3C2C1)([O-])[O-] (carbazol-3-yl) borate